1-fluoro-2,4,6-trimethyl-trifluoropyridine sulfur [S].FN1C(C(C(C=C1C)C)(F)F)(C)F